methyl 1-methyl-2,3-diketo-4-(piperidin-4-yl)-1,2,3,4-tetrahydropyrido[2,3-b]pyrazine-7-carboxylate dihydrochloride Cl.Cl.CN1C2=C(N(C(C1=O)=O)C1CCNCC1)N=CC(=C2)C(=O)OC